4-((3-(2,3-difluoro-4-(pyridin-2-yloxy)phenyl)imidazo[1,2-a]pyrazin-8-yl)amino)-2-methylphenol FC1=C(C=CC(=C1F)OC1=NC=CC=C1)C1=CN=C2N1C=CN=C2NC2=CC(=C(C=C2)O)C